(2-(3-fluoro-5-methylpyridin-4-yl)-5-nitrophenyl)methanol FC=1C=NC=C(C1C1=C(C=C(C=C1)[N+](=O)[O-])CO)C